C(=O)OC(CC[C@H]1C(CCC[C@@H]1C)(C)C)CCC |r| 1-((1RS,6SR)-2,2,6-trimethylcyclohexyl)hexan-3-yl formate